NC=1N=NNC1.[Na] sodium aminotriazole